C(C)(=O)OC[C@H]1O[C@H]([C@@H]([C@H]([C@H]1OC(C)=O)OC(C)=O)NC(C)=O)OCCOCCOCCOCCOCC=O [(2R,3R,4R,5R,6R)-5-acetamido-3,4-diacetoxy-6-[2-[2-[2-[2-(2-oxoethoxy)ethoxy]-ethoxy]ethoxy]ethoxy]tetrahydropyran-2-yl]methyl acetate